4-(3-chloro-4-(6-(1-methylcyclopropoxy)-9-((4-methylpyridin-2-yl)methyl)-9H-purin-8-yl)phenyl)piperazin-2-one ClC=1C=C(C=CC1C=1N(C2=NC=NC(=C2N1)OC1(CC1)C)CC1=NC=CC(=C1)C)N1CC(NCC1)=O